C(CCCCCCC\C=C/CCCCCCCC)(=O)OCC(COC(CCCCCCC\C=C/CCCCCCCC)=O)OC(CCC(CCCCCCCCCCCC)OC(=O)OCCCN(C)C)=O (Z)-2-((4-(((3-(dimethylamino)propoxy)carbonyl)oxy)hexadecanoyl)oxy)propane-1,3-diyl dioleate